COC(CO)CO 2-methoxypropane-1,3-diol